[PH2](S)=S Dithiophosphinic acid